O=C1NC(C2CCC1N2C(=O)OC(C)(C)C)C(=O)OCC 8-tert-butyl 2-ethyl 4-oxo-3,8-diazabicyclo[3.2.1]octane-2,8-dicarboxylate